5-[2,6-dichloro-4-[6-(difluoromethyl)-3,5-dioxo-1,2,4-triazin-2-yl]phenoxy]-2-hydroxy-benzenesulfonyl chloride ClC1=C(OC=2C=CC(=C(C2)S(=O)(=O)Cl)O)C(=CC(=C1)N1N=C(C(NC1=O)=O)C(F)F)Cl